(3-([1,1'-Biphenyl]-2-ylethynyl)-1H-indazol-5-yl)(7-oxa-2-azaspiro[3.5]nonan-2-yl)methanone C1(=C(C=CC=C1)C#CC1=NNC2=CC=C(C=C12)C(=O)N1CC2(C1)CCOCC2)C2=CC=CC=C2